(S)-benzyl (1-(methylamino)-1-oxo-6-ureidohexan-2-yl)carbamate CNC([C@H](CCCCNC(=O)N)NC(OCC1=CC=CC=C1)=O)=O